3-aminopropane-1-sulfonamide NCCCS(=O)(=O)N